C(CC(C)C)C1=CC(CC(O1)=O)=O 6-isopentyl-pyrane-2,4-dione